O-(3-fluorophenyl)-DL-serine FC=1C=C(C=CC1)OC[C@H](N)C(=O)O |r|